amino-salicylate NOC=1C(C(=O)[O-])=CC=CC1